(S)-N-(chroman-4-yl)-4-methoxy-2-(piperazin-1-yl)benzo-[d]thiazole-6-carboxamide O1CC[C@@H](C2=CC=CC=C12)NC(=O)C1=CC2=C(N=C(S2)N2CCNCC2)C(=C1)OC